N1C=C(C2=CC=CC=C12)NC(=O)NC1=CC2=C(SCCN2C)C=C1 1-(1H-indol-3-yl)-3-(4-methyl-3,4-dihydro-2H-benzo[b][1,4]thiazin-6-yl)urea